3-amino-3-(3-bromophenyl)butanoic acid NC(CC(=O)O)(C)C1=CC(=CC=C1)Br